5-{6-[(3S)-3-(cyclopropylamino)pyrrolidin-1-yl]-1,5-naphthyridin-2-yl}-2,7-dimethylindazol-6-ol C1(CC1)N[C@@H]1CN(CC1)C=1N=C2C=CC(=NC2=CC1)C1=CC2=CN(N=C2C(=C1O)C)C